ClC1=C(C=C(OCC(=O)N[C@H]2CCCN(C2)C2CC(CC2)OC(F)(F)F)C=C1)F (2R,5S)-5-[2-(4-chloro-3-fluoro-phenoxy)acetamido]-N-[3-(trifluoro-methoxy)cyclopentyl]piperidine